N-([1,1':4',1''-terphenyl]-3-yl)naphthalen-1-amine C1(=CC(=CC=C1)NC1=CC=CC2=CC=CC=C12)C1=CC=C(C=C1)C1=CC=CC=C1